N-(6-methoxypyridazin-3-yl)-2-methylbenzamide COC1=CC=C(N=N1)NC(C1=C(C=CC=C1)C)=O